C(N)(OCCCCC(C(=O)NC)OC(N)=O)=O 6-(methylamino)-6-oxohexane-1,5-diyl dicarbamate